C(C)(C)(C)OC(NCCNC1=C(C(=NC2=CC(=CC=C12)Br)Cl)[N+](=O)[O-])=O (2-((7-bromo-2-chloro-3-nitroquinolin-4-yl)amino)ethyl)carbamic acid tert-butyl ester